BrC1=C2CCCCC2=C(C(=C1OC)Cl)F 5-bromo-7-chloro-8-fluoro-6-methoxy-1,2,3,4-tetrahydronaphthalene